C(CCCCCCCC)C(CCCCCCCC)C(CCCCCCCCC)CCCCCCCC 9-nonyl-10-octylnonadecane